FC=1C=C(C=NC1)[C@@H]1N(CCC1)C1=NC=2N(C=C1)N=CC2C(=O)N2CC(C2)O (R)-(5-(2-(5-fluoropyridin-3-yl)pyrrolidin-1-yl)pyrazolo[1,5-a]pyrimidin-3-yl)(3-hydroxyazetidin-1-yl)methanone